C(C)(C)(C)OC(=O)N1CCC(=CC1)C1=NC=2N(C(=C1)N(CC1=CC(=CC=C1)NC(C=C(C)C)=O)C(=O)OC(C)(C)C)N=CC2C(C)C 4-(7-((tert-butoxycarbonyl)(3-(3-methylbut-2-enamido)benzyl)amino)-3-isopropylpyrazolo[1,5-a]pyrimidin-5-yl)-3,6-dihydropyridine-1(2H)-carboxylic acid tert-butyl ester